FC1=CC2=C(N(C(=N2)NC=2OC3=C(N2)C=C(C=C3)CO)C)C=C1 (2-((5-fluoro-1-methyl-1H-benzo[d]imidazol-2-yl)amino)benzo[d]oxazol-5-yl)methanol